Ethyl 2-(methyl(1-(2-(6-(methylamino)pyridin-3-yl)-4-morpholinothieno[3,2-d]pyrimidin-6-yl)ethyl)amino)pyrimidine-5-carboxylate CN(C1=NC=C(C=N1)C(=O)OCC)C(C)C1=CC=2N=C(N=C(C2S1)N1CCOCC1)C=1C=NC(=CC1)NC